C(C)(C)(C)OC(=O)N1[C@@]2([C@@H]([C@@H](C[C@]1(CC2)C)NC2=NC=C(N=C2)Cl)F)C |r| rac-(1s,2r,3r,5r)-3-[(5-chloropyrazin-2-yl)amino]-2-fluoro-1,5-dimethyl-8-azabicyclo[3.2.1]octane-8-carboxylic acid tert-butyl ester